Cl.NC=1C=CC(=C(C1)C(C)(C)O)C(F)(F)F 2-(5-amino-2-(trifluoromethyl)phenyl)propan-2-ol hydrochloride